C12(CCC(CC1)C2)C(C2=CNC1=CC=CC=C21)C2=CNC1=CC=CC=C21 3,3'-(norbornylmethylene)bis(1H-indole)